C(#N)C(CO)(C)NC(C1=CC=C(C=C1)SC(F)(F)F)=O N-(1-cyano-2-hydroxy-1-methyl-ethyl)-4-(trifluoromethylthio)benzamide